NC1=NC(=C(C=2N1C(N(N2)CC=2OC=CN2)=O)C2=CC(=NC(=C2)C)CO)C2=CC=CC=C2 5-amino-8-[2-(hydroxymethyl)-6-methyl-4-pyridyl]-2-(oxazol-2-ylmethyl)-7-phenyl-[1,2,4]triazolo[4,3-c]pyrimidin-3-one